1-((3-fluoro-4-((7-methoxy-6-(methylcarbamoyl)quinolin-4-yl)oxy)phenyl)carbamoyl)-cyclopropane-1-carboxylic acid FC=1C=C(C=CC1OC1=CC=NC2=CC(=C(C=C12)C(NC)=O)OC)NC(=O)C1(CC1)C(=O)O